(2,2-difluorocyclopropyl) N-[4-chloro-2-[[(1S)-3-(methylamino)-2,3-dioxo-1-[[(3S)-2-oxopyrrolidin-3-yl]methyl]propyl]carbamoyl]phenyl]carbamate ClC1=CC(=C(C=C1)NC(OC1C(C1)(F)F)=O)C(N[C@H](C(C(=O)NC)=O)C[C@H]1C(NCC1)=O)=O